FC1(CCC(CC1)(N1CCNCC1)C1=CC=C(C=C1)[C@H](C)NC1=NC=C2C=CC(N(C2=C1)C(C)C)=O)F 7-{[(1S)-1-{4-[4,4-difluoro-1-(piperazin-1-yl)cyclohexyl]Phenyl}ethyl]Amino}-1-(prop-2-yl)-1,6-naphthyridin-2(1H)-one